C(C1=CC=CC=C1)NC1(C(CCCC1)(C)C)O (benzylamino)-2,2-dimethylcyclohexanol